1-(4-hydroxyphenyl)-2-(isopropylamino)ethan-1-one hydrogen chloride Cl.OC1=CC=C(C=C1)C(CNC(C)C)=O